N1C(NC=C1)=O 1,3-dihydro-imidazol-2-one